O=C1NC(CCC1N1C=2NC(C=C3C=CC=C(C1=O)C23)=O)=O 2-(2,6-dioxo-3-piperidyl)-2,11-diazatricyclo[6.3.1.04,12]dodeca-1(12),4,6,8-tetraene-3,10-dione